OC1=CC=C(C=C1)S(=O)(=O)NCCNC1=NC=CC(=N1)C1=C(N=C2SC=CN21)C2=CC=CC=C2 4-hydroxy-N-(2-((4-(6-phenylimidazo[2,1-b]thiazol-5-yl)pyrimidin-2-yl)amino)ethyl)benzenesulfonamide